C1(CC1)C=1OC2=C(C=C(C=C2C(C1C)=O)C)[C@@H](C)OC1=C(C=CC=C1)S(=O)(=O)N 2-[(1R)-1-(2-Cyclopropyl-3,6-dimethyl-4-oxo-chromen-8-yl)ethoxy]benzenesulfonamide